C1CC12CCN(CC2)C2=NC(=CC=C2C(=O)NC2=NC(=CC(=C2)C)S(NC(C)(C)C)(=O)=O)NC(CO)(C)C 2-(6-azaspiro[2.5]octan-6-yl)-6-((1-hydroxy-2-methyl-2-propanyl)amino)-N-(4-methyl-6-((2-methyl-2-propanyl)sulfamoyl)-2-pyridinyl)-3-pyridinecarboxamide